1,3,6,8-tetrakis(1-(tetrahydro-2H-pyran-2-yl)-1H-pyrazol-4-yl)pyrene O1C(CCCC1)N1N=CC(=C1)C1=CC(=C2C=CC3=C(C=C(C4=CC=C1C2=C34)C=3C=NN(C3)C3OCCCC3)C=3C=NN(C3)C3OCCCC3)C=3C=NN(C3)C3OCCCC3